ClC=1C=C2C(\C(\C(OC2=CC1)=O)=C/1\C(=C2N(CCN2)C1(C1=CC=CC=C1)O)C(C1=CC=C(C=C1)F)=O)=O (E)-6-chloro-3-(7-(4-fluorobenzoyl)-5-hydroxy-5-phenyl-2,3-dihydro-1H-pyrrolo[1,2-a]imidazole-6(5H)-ylidene)chroman-2,4-dione